3-(6-bromo-3-(5-chloro-4-methylpyridin-3-yl)-2,4-dioxo-3,4-dihydrothieno[3,2-d]pyrimidin-1(2H)-yl)propionitrile BrC1=CC=2N(C(N(C(C2S1)=O)C=1C=NC=C(C1C)Cl)=O)CCC#N